dimercaptotoluenediamine SC1=C(C(N)(N)S)C=CC=C1